3,3,3-trifluoro-2-hydroxy-2-methylpropan FC(C(C)(C)O)(F)F